C1CN(CCN1)C2=CC=C(C=C2)[N+](=O)[O-] (4-nitrophenyl)piperazine